2-amino-3-methyl-6-(3-pyridylthio)benzimidazole-4-carbonitrile NC=1N(C2=C(N1)C=C(C=C2C#N)SC=2C=NC=CC2)C